(1-oxo-5-(4-(pyrrolidin-1-ylmethyl)-1H-pyrrolo[2,3-b]pyridin-6-yl)isoindolin-2-yl)piperidine-2,6-dione O=C1N(CC2=CC(=CC=C12)C1=CC(=C2C(=N1)NC=C2)CN2CCCC2)N2C(CCCC2=O)=O